4-chloro-5-methoxy-6-(4-(1H-pyrazol-1-yl)benzyl)-2-(tetrahydrofuran-2-ylmethyl)isoindolin-1-one ClC1=C2CN(C(C2=CC(=C1OC)CC1=CC=C(C=C1)N1N=CC=C1)=O)CC1OCCC1